(1S,4S,5S)-4-((E)-2-((tert-Butoxycarbonyl)amino)-3-methoxy-3-oxopropen-1-yl)-2-azabicyclo[3.1.0]hexane-2-carboxylic acid tert-butyl ester C(C)(C)(C)OC(=O)N1[C@H]2C[C@H]2[C@H](C1)\C=C(/C(=O)OC)\NC(=O)OC(C)(C)C